N6-(4-chlorobutyryl)-L-lysine ClCCCC(=O)NCCCC[C@H](N)C(=O)O